ClC1=CC2=C(C(=N1)COCC[Si](C)(C)C)C[C@]1(C(NC3=NC=CC=C31)=O)C2 (R)-3-chloro-1-((2-(trimethylsilyl)ethoxy)methyl)-5,7-dihydrospiro[cyclopenta[c]pyridine-6,3'-pyrrolo[2,3-b]pyridin]-2'(1'H)-one